1,3-dichloro-2-methylpropane ClCC(CCl)C